N6-[(2R)-2-amino-2-(2-fluorophenyl)ethyl]-N4-tert-butyl-1-(trideuteriomethyl)pyrazolo[3,4-d]pyrimidine-4,6-diamine N[C@@H](CNC1=NC(=C2C(=N1)N(N=C2)C([2H])([2H])[2H])NC(C)(C)C)C2=C(C=CC=C2)F